3-(3-fluoro-4-(piperazin-1-yl)phenyl)piperidine-2,6-dione FC=1C=C(C=CC1N1CCNCC1)C1C(NC(CC1)=O)=O